FC=1C=C(C(=O)NC2CCC(CC2)O)C=C(C1)CN1C(C2=CC=C(C=C2C=C1)C1=CC=NN1C)=O 3-Fluoro-N-((1R,4R)-4-hydroxycyclohexyl)-5-((6-(1-methyl-1H-pyrazol-5-yl)-1-oxoisoquinolin-2(1H)-yl)methyl)benzamide